3-trimethoxysilylpropyl-2-bromo-2-methylpropionate (3-trimethoxysilyl propyl 2-bromo 2-methylpropionate) CO[Si](CCCCC(C(=O)O)(C)Br)(OC)OC.CO[Si](CCCOC(C(C)(C)Br)=O)(OC)OC